(3Z)-N-(2-morpholinoethyl)-2-oxo-3-(3-oxoindolin-2-ylidene)indoline-1-carboxamide O1CCN(CC1)CCNC(=O)N1C(\C(\C2=CC=CC=C12)=C\1/NC2=CC=CC=C2C1=O)=O